FC(C=1N=CN2N=CC(=CC21)O)(F)F 5-(trifluoromethyl)imidazo[1,5-b]pyridazin-3-ol